tert-butyl 3-(6-(5-(trifluoromethyl)pyrazolo[1,5-a]pyridin-3-yl)pyridin-2-yl)piperidine-1-carboxylate FC(C1=CC=2N(C=C1)N=CC2C2=CC=CC(=N2)C2CN(CCC2)C(=O)OC(C)(C)C)(F)F